2,4-dichlorotoluene ClC1=C(C)C=CC(=C1)Cl